C(C)(=O)NC1=C(C2=C(S1)CC(CC2)(C2=CC=CC=C2)CC(=O)Cl)C(=O)OCC Ethyl 2-acetamido-6-(2-chloro-2-oxoethyl)-6-phenyl-4,5,6,7-tetrahydrobenzo[b]thiophene-3-carboxylate